3,6-nonanedione CCC(CCC(CCC)=O)=O